(2E,9R)-9,10-diacetoxy-2-decenoic acid C(C)(=O)O[C@H](CCCCC/C=C/C(=O)O)COC(C)=O